N-(4-(2-cyclopropoxyethoxy)-2-methoxy-phenyl)-7-(difluoro-methyl)quinolin-4-amine C1(CC1)OCCOC1=CC(=C(C=C1)NC1=CC=NC2=CC(=CC=C12)C(F)F)OC